CS(=O)(=O)C1=C(C=C(C=C1)CC1CC2(CN(C2)C(=O)N2CC3(C2)NC(CCC3)=O)C1)C(F)(F)F 2-[6-[[4-methylsulfonyl-3-(trifluoromethyl)phenyl]methyl]-2-azaspiro[3.3]heptane-2-carbonyl]-2,5-diazaspiro[3.5]nonan-6-one